7-(((1S,4S,5R)-2-acetyl-2-azabicyclo[2.2.1]heptan-5-yl)oxy)-2-((5-methoxy-7-methyl-1H-indol-4-yl)methyl)-2H-indazole-6-carbonitrile C(C)(=O)N1[C@@H]2C[C@H]([C@H](C1)C2)OC2=C(C=CC1=CN(N=C21)CC2=C1C=CNC1=C(C=C2OC)C)C#N